4-methyl-3-{6-methyl-4-[4-(trifluoromethyl)-phenoxy]pyridin-2-yl}-1-(4-methylbenzenesulfonyl)-1H,4H,5H-pyrrolo[3,2-b]pyridin-5-one CN1C2=C(C=CC1=O)N(C=C2C2=NC(=CC(=C2)OC2=CC=C(C=C2)C(F)(F)F)C)S(=O)(=O)C2=CC=C(C=C2)C